CC1(CC1)C(=O)N(N)C(\C=C/N1N=C(N=C1)C1=CC(=CC(=C1)C(F)(F)F)S(F)(F)(F)(F)F)=O (Z)-1-methyl-N-(3-(3-(3-(pentafluoro-sulfaneyl)-5-(trifluoromethyl)phenyl)-1H-1,2,4-triazol-1-yl)acryloyl)cyclopropane-1-carbohydrazide